2-(2,2-difluoro-1-hydroxy-ethyl)-2'-methyl-spiro[4,5-dihydrothieno[2,3-C]pyran-7,4'-piperidine]-1'-carboxylic acid tert-butyl ester C(C)(C)(C)OC(=O)N1C(CC2(CC1)OCCC1=C2SC(=C1)C(C(F)F)O)C